acetyl-acetonecarbonyl-rhodium hydride C(C)(=O)[RhH]C(=O)CC(=O)C